bromobenzaldehyde oxime BrC1=C(C=NO)C=CC=C1